CC=1CCCC1 2-methyl-2-cyclopentene